1-[1,4']Bipiperidinyl-1'-yl-2-(7-methyl-1H-indazol-5-ylmethyl)-4-[4-(2-oxo-1,4-dihydro-2H-quinazolin-3-yl)-piperidin-1-yl]butane-1,4-dione N1(CCCCC1)C1CCN(CC1)C(C(CC(=O)N1CCC(CC1)N1C(NC2=CC=CC=C2C1)=O)CC=1C=C2C=NNC2=C(C1)C)=O